CC(C(=O)OC1(CCC1)C1=CC=C(C=C1)C(F)(F)F)(C(=C)OS(=O)(=O)C(F)(F)F)C 1-(4-(trifluoromethyl)phenyl)cyclobutyl 2,2-dimethyl-3-(((trifluoromethyl)sulfonyl)oxy)but-3-enoate